[Si](C)(C)(C(C)(C)C)OC1=C(C(=C(C(=C1[2H])[2H])CCC(C)=O)[2H])[2H] 4-(4-((tert-butyldimethylsilyl)oxy)phenyl-2,3,5,6-d4)butan-2-one